B([O-])([O-])Cl.[Al+3].B([O-])([O-])Cl.B([O-])([O-])Cl.[Al+3] aluminum chloroborate